CN1C(C=CC(=C1)B1OC(C(O1)(C)C)(C)C)=O 1-methyl-5-(tetramethyl-1,3,2-dioxaborolan-2-yl)-1,2-dihydropyridin-2-one